d,l-lysin N[C@@H](CCCCN)C(=O)O |r|